C(C)(=O)OC1(OC2=CC=CC=C2CC1(C)C)OC dimethyl-methoxychromanol acetate